BrC=1OC=C(N1)C(=O)NCC1=NC=C(C=C1F)F 2-bromo-N-[(3,5-difluoropyridin-2-yl)methyl]-1,3-oxazole-4-carboxamide